CC=1NC(=C(C(C1C(=O)OC(C)C)C1=CC(=CC=C1)[N+](=O)[O-])C(=O)OCCOC)C isopropyl 2-methoxyethyl 1,4-dihydro-2,6-dimethyl-4-(m-nitrophenyl)-3,5-pyridinedicarboxylate